C1(CCC1)C1=NC(=NO1)C=1C=C2CC[C@H](C2=CC1)NC(=O)C=1N=NNN1 (R)-N-(5-(5-cyclobutyl-1,2,4-oxadiazol-3-yl)-2,3-dihydro-1H-inden-1-yl)-2H-tetrazole-5-carboxamide